chloro-5-methoxy-2-methylpyrimidin-4-amine ClC1=C(C(=NC(=N1)C)N)OC